The molecule is an N-acylpiperidine that is piperidine in which the hydrogen attached to the nitrogen is replaced by an acetyl group. It is a N-acylpiperidine and a monocarboxylic acid amide. CC(=O)N1CCCCC1